BrC1=CC2=C(NC=N2)C=C1OC 5-bromo-6-methoxy-1H-benzimidazole